(3E)-1-bromo-8,8-dimethoxy-3-octene BrCC\C=C\CCCC(OC)OC